fluorohydroxyaminosilane methyl-5-bromo-1H-benzo[d]imidazole-6-carboxylate COC(=O)C=1C(=CC2=C(NC=N2)C1)Br.F[SiH2]NO